(S) or (R)-nicotine N1=CC=CC(=C1)[C@H]1N(C)CCC1 |o1:6|